BrC1=NN(N=C1)C1COC1 4-bromo-2-(oxetan-3-yl)-2H-1,2,3-triazole